2-[[4-[(2,3-Dihydroxypropyl)amino]-6-[[[4-(methylsulfonyl)phenyl]methyl]amino]-2-pyrimidinyl]amino]-4-methyl-5-thiazolecarboxylic acid ethyl ester C(C)OC(=O)C1=C(N=C(S1)NC1=NC(=CC(=N1)NCC(CO)O)NCC1=CC=C(C=C1)S(=O)(=O)C)C